7-((tert-butyldimethylsilyloxy)methyl)-2-methoxy-5-(4,4,5,5-tetramethyl-1,3,2-dioxaborolan-2-yl)quinoxaline [Si](C)(C)(C(C)(C)C)OCC1=CC(=C2N=CC(=NC2=C1)OC)B1OC(C(O1)(C)C)(C)C